OC1(COC2(C1)CCN(CC2)C(=O)OC(C)(C)C)C tert-butyl 3-hydroxy-3-methyl-1-oxa-8-azaspiro[4.5]decane-8-carboxylate